2-(2-fluorophenylethyl)-6-(3-(trifluoromethyl)phenyl)-3,4-dihydroisoquinolin-1(2H)-one FC1=C(C=CC=C1)CCN1C(C2=CC=C(C=C2CC1)C1=CC(=CC=C1)C(F)(F)F)=O